N-((2-bromo-5-fluorophenyl)sulfamoyl)benzamide BrC1=C(C=C(C=C1)F)NS(=O)(=O)NC(C1=CC=CC=C1)=O